CN(C)CC=1C=C(OC2CCN(CC2)C[C@H](CC#N)N2N=CC(=C2)C=2C3=C(N=CN2)NC=C3)C=C(C1)F (S)-4-(4-{3-[(dimethylamino)methyl]-5-fluorophenoxy}piperidin-1-yl)-3-[4-(7H-pyrrolo[2,3-d]pyrimidin-4-yl)-1H-pyrazol-1-yl]butyronitrile